CN(C(C1=CC(=CC=C1)NN1CC2=CC=NC=C2C=2C1=C1N(N2)C=CN=C1)=O)C N,N-dimethyl-3-(pyrazino[1',2':1,5]pyrazolo[4,3-c][2,6]naphthyridin-6-ylamino)benzamide